ClC1=CC(=CN1)C(=O)N1[C@@H](CC1)C(=O)NC=1SC=C(N1)C1=CC(=CC=C1)C1=CC=NC=C1 (S)-1-(5-chloro-1H-pyrrole-3-carbonyl)-N-(4-(3-(pyridin-4-yl)phenyl)thiazol-2-yl)azetidine-2-carboxamide